methyl 3-amino-5-cyclopropylpicolinate NC=1C(=NC=C(C1)C1CC1)C(=O)OC